COC1=CC=C(C=N1)C1=C(C=CC=C1)C1N(CCC1)C(=O)C=1SC=CC1C [2-[2-(6-methoxy-3-pyridyl)phenyl]pyrrolidin-1-yl]-(3-methyl-2-thienyl)methanone